N2-(4-chlorobenzyl)-N3-(1H-indol-5-yl)quinoxaline-2,3-diamine ClC1=CC=C(CNC2=NC3=CC=CC=C3N=C2NC=2C=C3C=CNC3=CC2)C=C1